P(=O)(OCC(C)C)(OCC(C)C)[O-] di-(2-methylpropyl) phosphate